(3R,4R)-4-[(5R)-5H-imidazo[4,3-a]isoindol-5-yl]oxolan-3-amine C=1N=CN2C1C1=CC=CC=C1[C@H]2[C@H]2[C@H](COC2)N